FC=1C=C2C(C(=CN(C2=CC1N1[C@H](CCC1)COC1=NC=C(C=C1)C)C1=CC=CC=C1)C(=O)O)=O (R)-6-fluoro-7-(2-(((5-methyl-pyridin-2-yl)oxy)methyl)pyrrolidin-1-yl)-4-oxo-1-phenyl-1,4-dihydro-quinoline-3-carboxylic acid